6-(3-Fluoro-5-methyl-2-pyridinyl)-8-methoxy-N-[(6-methylpyridazin-3-yl)methyl]quinazolin-4-amine FC=1C(=NC=C(C1)C)C=1C=C2C(=NC=NC2=C(C1)OC)NCC=1N=NC(=CC1)C